Cl.C1N(CC12CNC2)C(C)=O 1-(2,6-diazaspiro[3.3]heptan-2-yl)ethan-1-one hydrochloride salt